N-octadeca-9-enylamine C(CCCCCCCC=CCCCCCCCC)N